COC1=NC2=CC=CC=C2C=C1CC1=CC=C(C=C1)[C@]1(CCC(N1)=O)C |o1:19| (R or S)-5-(4-((2-methoxyquinolin-3-yl)methyl)phenyl)-5-methylpyrrolidin-2-one